C12C3C(CC(C3C(C=C1)C2)O)O tricyclo[5.2.1.02,6]dec-8-ene-3,5-diol